N-(2,6-diethylphenyl)-1-methyl-4,5-dihydro-1H-pyrazolo[4,3-H]Quinazoline-3-carboxamide C(C)C1=C(C(=CC=C1)CC)NC(=O)C1=NN(C2=C1CCC=1C=NC=NC21)C